N-[2-[N,N-bis(trifluoromethanesulfonyl)]aminobenzyl]-5,8-difluoro-3,4-dihydroisoquinolin-1(2H)-one FC(S(=O)(=O)N(S(=O)(=O)C(F)(F)F)C1=C(CN2C(C3=C(C=CC(=C3CC2)F)F)=O)C=CC=C1)(F)F